BrCC(=O)C=1N=CSC1 2-bromo-1-(thiazol-4-yl)ethanone